4-(2-aminoethyl)-morpholine NCCN1CCOCC1